(2-fluoro-5-hydroxyphenyl){6-[3-(5-fluoro-2-tolyl)-5-methyl-1-pyrazolyl]-2-aza-2-spiro[3.3]heptyl}methanone FC1=C(C=C(C=C1)O)C(=O)N1CC2(C1)CC(C2)N2N=C(C=C2C)C2=C(C=C(C=C2)F)C